CS(=O)(=O)N1CCN(CC1)C(=O)C1=CC=C(C=C1)NC=1N=CC=2C=C3NNC(C4(N3C2N1)CCCCC4)=O 7'-((4-(4-(methylsulfonyl)piperazine-1-carbonyl)phenyl)amino)-1',2'-dihydro-3'H-spiro[cyclohexane-1,4'-pyrimido[5',4':4,5]pyrrolo[2,1-c][1,2,4]triazin]-3'-one